4-chloro-N-(8-fluoro-2-methylimidazo[1,2-a]pyridin-6-yl)-6-(piperidin-4-yl)-1H-indazol-3-amine hydrochloride Cl.ClC1=C2C(=NNC2=CC(=C1)C1CCNCC1)NC=1C=C(C=2N(C1)C=C(N2)C)F